sodium (S)-3-(3-(1-methyl-4-oxido-2-oxo-1,2-dihydropyridin-3-yl)ureido)-3-(5-(trifluoro methyl) biphenyl-3-yl)propanoate CN1C(C(=C(C=C1)[O-])NC(N[C@@H](CC(=O)[O-])C=1C=C(C=C(C1)C(F)(F)F)C1=CC=CC=C1)=O)=O.[Na+].[Na+]